7-(3-(2-oxa-6-azaspiro[3.3]heptan-6-yl)-7,8-dihydro-1,6-naphthyridin-6(5H)-yl)-8-methyl-4H-pyrimido[1,2-b]pyridazin-4-one C1OCC12CN(C2)C=2C=NC=1CCN(CC1C2)C=2C(=CC=1N(N2)C(C=CN1)=O)C